IC1=CC(=C(C(=O)NNC(=O)C2=NC(=CC(=C2)C)N2C[C@H](OCC2)C)C=C1)N1CCC2(CC2)CC1 (R)-N'-(4-iodo-2-(6-azaspiro[2.5]oct-6-yl)benzoyl)-4-methyl-6-(2-methylmorpholino)pyridineformylhydrazine